ON1[C@@H]2CC[C@H](N(C1=O)C2)C(=O)NOCCNC(OC(C)(C)C)=O tert-Butyl {2-[({[(2S,5R)-6-hydroxy-7-oxo-1,6-diazabicyclo[3.2.1]oct-2-yl] carbonyl}amino)oxy]ethyl}carbamate